O.O[C@@H]1[C@@H]2[C@]3(CCC(C=C3CC[C@H]2[C@@H]2CC[C@](C(C=O)=O)([C@]2(C1)C)O)=O)C 11β,17-Dihydroxy-3,20-dioxopregn-4-en-21-al hydrate